(R,Z)-4-oxo-4-((12-{Oleoyloxy}octadec-9-en-1-yl)oxy)butanoic acid O=C(CCC(=O)O)OCCCCCCCC\C=C/C[C@@H](CCCCCC)OC(CCCCCCC\C=C/CCCCCCCC)=O